4-(4-((2-ethylnonyl)oxy)butoxy)butan-1-ol C(C)C(COCCCCOCCCCO)CCCCCCC